2-[2-[5-(trifluoromethyl)-3-thienyl]ethoxy]tetrahydropyran FC(C1=CC(=CS1)CCOC1OCCCC1)(F)F